ClC=1C=NC=2C(=C(C(=C(C2C1)C#N)I)F)C 3-chloro-7-fluoro-6-iodo-8-methyl-quinoline-5-carbonitrile